C(C)(C)(C)OC(=O)N1C=CC2=C(C(=CC(=C12)Cl)OC)CN1C(CN(CC1)CC(F)(F)F)C1=CC=C(C=C1)C(=O)OC.C(C=C)[Si](C)(C)CC=C di(2-propenyl)dimethylsilane tert-butyl-7-chloro-5-methoxy-4-((2-(4-(methoxycarbonyl)phenyl)-4-(2,2,2-trifluoroethyl)piperazin-1-yl)methyl)-1H-indole-1-carboxylate